CC1CCCCC1 1-methyl-Cyclohexan